Cl.N[C@H]1CN(CC[C@@H]2N(C1=O)[C@@H](CC2)C(=O)N[C@@H]2CCOC1=CC=CC=C21)[C@@H](C(F)(F)F)C (5S,8S,10aR)-5-amino-N-((R)-chroman-4-yl)-6-oxo-3-((R)-1,1,1-trifluoropropan-2-yl)decahydropyrrolo[1,2-a][1,5]diazocine-8-carboxamide hydrochloride